CN(CCC1=CN=C(N1COCC[Si](C)(C)C)NC1=NC=CC=N1)C N-(5-(2-(dimethylamino)ethyl)-1-((2-(trimethylsilyl)ethoxy)methyl)-1H-imidazol-2-yl)pyrimidin-2-amine